racemic-7-(3,5-dimethylisoxazol-4-yl)-4-pyridin-2-yl-4,5-dihydroimidazo[1,5,4-de][1,4]benzoxazin-2(1H)-one CC1=NOC(=C1C1=CC=C2C=3N([C@@H](COC31)C3=NC=CC=C3)C(N2)=O)C |r|